9-((5-((4-(tert-butyl)benzyl)thio)-4-phenyl-4H-1,2,4-triazol-3-yl)methyl)-9H-carbazole C(C)(C)(C)C1=CC=C(CSC=2N(C(=NN2)CN2C3=CC=CC=C3C=3C=CC=CC23)C2=CC=CC=C2)C=C1